ClCC1=CC2=C(OC(O2)(F)F)C=C1 5-(chloromethyl)-2,2-difluoro-1,3-benzodioxole